3,3-bis(trifluoromethyl)octa-7-enoic acid FC(C(CC(=O)O)(CCCC=C)C(F)(F)F)(F)F